(S)-N-(1-cycloheptyl-2-oxo-2-((1',2',4'-trimethyl-6'-oxo-1',6'-dihydro-[3,3'-bipyridin]-6-yl)amino)ethyl)-1-methyl-1H-pyrazole-5-carboxamide C1(CCCCCC1)[C@@H](C(NC1=CC=C(C=N1)C1=C(N(C(C=C1C)=O)C)C)=O)NC(=O)C1=CC=NN1C